3-((7-methoxy-5-methyl-4-oxo-4H-benzo[d][1,3]oxazin-2-yl)thio)propanoic acid COC=1C=C(C2=C(N=C(OC2=O)SCCC(=O)O)C1)C